The molecule is an azetidinecarboxylic acid that consists of 4-oxoazetidine-2-carboxylic acid bearing tert-butylcarbamoyl)piperazin-1-ylcarbonyl and 3-guanidinopropyl groups at positions 1 and 3 respectively. It is a member of guanidines, an azetidinecarboxylic acid, a N-carbamoylpiperazine and a beta-lactam. CC(C)(C)NC(=O)N1CCN(CC1)C(=O)N2C(C(C2=O)CCCN=C(N)N)C(=O)O